NC1=CC=CC(=N1)S(=O)(=O)NC(=O)C=1C(=NC(=CC1)C(C)(C)C)OC1=C(C=CC=C1)C N-[(6-Amino-2-pyridyl)sulfonyl]-6-tert-butyl-2-(2-methylphenoxy)pyridin-3-carboxamid